CN1C(=NC2=C(C=C(C=C2C1=O)C)S(=O)O[Na])N1CCCCC1 [3,6-dimethyl-4-oxo-2-(1-piperidyl)quinazolin-8-yl]sulfinyloxysodium